γ-(2-fluoro-benzyl)-proline FC1=C(CC2C[C@H](NC2)C(=O)O)C=CC=C1